methyl 1-methyl-2-oxoquinoline-6-carboxylate CN1C(C=CC2=CC(=CC=C12)C(=O)OC)=O